C(C)(C)(C)OC(=O)[C@H]1NCCC1 (S)-2-(tert-butoxycarbonyl)pyrrolidine